C(C)(C)(C)OC(=O)N1C2=C(OCC1)C(=CC(=N2)C2=C(C=CC(=C2)Cl)F)NC2=C(C=NC=C2)C(=O)OC methyl 4-({4-[(tert-butoxy)carbonyl]-6-(5-chloro-2-fluorophenyl)-2H,3H,4H-pyrido[3,2-b][1,4]oxazin-8-yl}amino)pyridine-3-carboxylate